N-((4-(3-cyclopropyl-1,2,4-oxadiazol-5-yl)bicyclo[2.2.2]octan-1-yl)methyl)-N-(3-(5-cyclopropyl-1,3,4-oxadiazol-2-yl)phenyl)tetrahydro-2H-pyran-3-carboxamide C1(CC1)C1=NOC(=N1)C12CCC(CC1)(CC2)CN(C(=O)C2COCCC2)C2=CC(=CC=C2)C=2OC(=NN2)C2CC2